ClC=1C=CC(=C(C1)C1=CC(N(C=C1OC)C(C(=O)NC1=CC=C(C(=O)O)C=C1)CC)=O)C1=CN=C(O1)C(F)F 4-({2-[4-{5-chloro-2-[2-(difluoromethyl)-1,3-oxazol-5-yl]phenyl}-5-methoxy-2-oxopyridin-1(2H)-yl]butanoyl}amino)benzoic acid